methyl (Z)-1-(4-amino-2-fluorobut-2-en-1-yl)-4-(3-(N-cyclopropylsulfamoyl)phenyl)-2-methyl-1H-benzo[d]imidazol-6-carboxylate hydrochloride Cl.NC\C=C(\CN1C(=NC2=C1C=C(C=C2C2=CC(=CC=C2)S(NC2CC2)(=O)=O)C(=O)OC)C)/F